C1=C(C=C(C(=C1O)O)O)C(=O)OC[C@@H]2[C@H]([C@@H]([C@H]([C@@H](O2)O)O)O)O The molecule is a a galloyl beta-D-glucose compound having a galloyl group at the 6-position. Isolated from the leaves of Sapium sebiferum, it exhibits antihypertensive activity. It has a role as a metabolite and an antihypertensive agent. It is a gallate ester and a galloyl beta-D-glucose.